FC(C(=O)[O-])(F)F.C(C1=CC=CC=C1)[N+]1(CCCCCC1)CCNC1=C(C=CC=C1C)C 1-benzyl-1-(2-((2,6-dimethylphenyl)Amino)Ethyl)Azepan-1-ium Trifluoroacetate